(3-(2-((3-((tert-butoxycarbonyl) amino) phenyl) amino)-5-chloropyrimidin-4-yl)-4-methylphenyl) carbamate C(N)(OC1=CC(=C(C=C1)C)C1=NC(=NC=C1Cl)NC1=CC(=CC=C1)NC(=O)OC(C)(C)C)=O